pyridin-3-ium bromide [Br-].N1=C[CH2+]=CC=C1